NC1=NC=CC=C1C1=NC=2C(=NC(=CC2)C2=CC=CC=C2)N1C=1C=CC(=NC1C)NC(=O)C1CC(CC1)C(=O)OC methyl 3-((5-(2-(2-aminopyridin-3-yl)-5-phenyl-3H-imidazo[4,5-b]pyridin-3-yl)-6-methylpyridin-2-yl)carbamoyl)cyclopentane-1-carboxylate